2-aminobenzo[b]Selenophene-3-carbonitrile NC1=C(C2=C([Se]1)C=CC=C2)C#N